Ferrocenylmethylmethacrylat [C-]1(C=CC=C1)COC(C(=C)C)=O.[CH-]1C=CC=C1.[Fe+2]